2-amino-8-chloro-N-((1,2,3,4-tetrahydroquinolin-8-yl)methyl)quinazoline-4-carboxamide NC1=NC2=C(C=CC=C2C(=N1)C(=O)NCC=1C=CC=C2CCCNC12)Cl